C(C)(C)(C)OC(=O)N1CCC(CC1)C1=CC=C(C=C1)NC1=NC(=CN=C1C#N)N1N=C(C=C1)C(F)(F)F 4-(4-((3-cyano-6-(3-(trifluoromethyl)-1H-pyrazol-1-yl)pyrazin-2-yl)amino)phenyl)piperidine-1-carboxylic acid tert-butyl ester